tert-butyl (2S,6S)-4-[4-[[7-(acetamidomethyl)-2-methyl-indazol-5-yl]carbamoyl]-2-methoxy-1,3-benzothiazol-7-yl]-2,6-dimethyl-piperazine-1-carboxylate C(C)(=O)NCC1=CC(=CC2=CN(N=C12)C)NC(=O)C1=CC=C(C2=C1N=C(S2)OC)N2C[C@@H](N([C@H](C2)C)C(=O)OC(C)(C)C)C